C[N-]C.C[N-]C.C[N-]C.C[N-]C.[Sn+4] tin tetrakis(dimethylamide)